3-chloro-N-[(1R)-1-(3,5-difluorophenyl)ethyl]-6-[6-(dimethylphosphoryl)-5-fluoropyridin-3-yl]-7-fluoro-2-methylquinolin-4-amine ClC=1C(=NC2=CC(=C(C=C2C1N[C@H](C)C1=CC(=CC(=C1)F)F)C=1C=NC(=C(C1)F)P(=O)(C)C)F)C